NC=1SC2=C(N1)C=CC(=C2)C=2N=NN(C2)CC2=CC=C(S2)C(=O)NNC(C(F)F)=O 5-[[4-(2-amino-1,3-benzothiazol-6-yl)triazol-1-yl]methyl]-N'-(2,2-difluoroacetyl)thiophene-2-carbohydrazide